γ-[2-(2-methoxyethoxy)ethyl]rac-glutamate COCCOCC[C@@H](C[C@H](N)C(=O)[O-])C(=O)[O-] |&1:7|